O1CCOC2=C1C=CC(=C2)C(=O)O benzo-1,4-dioxane-6-carboxylic acid